2-[4-(dimethylamino)styryl]-1-methylpyridinium CN(C1=CC=C(C=CC2=[N+](C=CC=C2)C)C=C1)C